OC1=C(C=O)C=C(C=C1)C1=CC=C(C=C1)OC 2-hydroxy-5-(4-methoxyphenyl)benzaldehyde